2-(acetyloxy)-N-(5-nitro-2-triazolyl)benzamide C(C)(=O)OC1=C(C(=O)NN2N=C(C=N2)[N+](=O)[O-])C=CC=C1